FC([S@](=O)(=N)C1=C(C(=O)NCC2=NC=C3C=CC(=NC3=C2)C2=NC(=CC=C2)N2C[C@@H](O[C@@H](C2)C)C)C=CC=C1)F ((S)-S-(difluoromethyl)sulfonimidoyl)-N-((2-(6-((cis)-2,6-dimethylmorpholino)pyridin-2-yl)-1,6-naphthyridin-7-yl)methyl)benzamide